C(C1CO1)OC(C)[Si](OCC)(OCC)C α-glycidoxyethyl-methyldiethoxysilane